CC1(OC2=C(C1)C=CC(=C2)[C@H]2C[C@@H](N[C@@H](C2)C=2N=NN(C2)C)C)C (2S,4S,6S)-4-(2,2-dimethyl-3H-benzofuran-6-yl)-2-methyl-6-(1-methyltriazol-4-yl)piperidine